FC1=CC(=CC=2O[C@@H]3[C@H](CCC21)[C@H](CC3)\C=C\C(O)C3(CCC3)C3=C(C=CC=C3)F)C(=O)O (1R,3aS,10aR)-8-fluoro-1-{(1E,3ξ)-3-[1-(2-fluorophenyl)cyclobutyl]-3-hydroxy-1-propen-1-yl}-2,3,3a,9,10,10a-hexahydro-1H-benzo[b]cyclopenta[f]oxepin-6-carboxylic acid